(R)-5-ethynyl-6-fluoro-4-(8-fluoro-2-(4-hydroxy-4-methylpiperidin-1-yl)-4-(methyl(pyrrolidin-2-ylmethyl)amino)pyrido[4,3-d]pyrimidin-7-yl)-2-naphthonitrile C(#C)C1=C2C(=CC(=CC2=CC=C1F)C#N)C1=C(C=2N=C(N=C(C2C=N1)N(C[C@@H]1NCCC1)C)N1CCC(CC1)(C)O)F